NC1=CC=CC(=N1)S(=O)(=O)NC(=O)C=1C(=NC(=CC1)C(C)(C)C)OC1=C(C=C(C=C1)F)F N-[(6-Amino-2-pyridyl)sulfonyl]-6-tert-butyl-2-(2,4-difluorophenoxy)pyridin-3-carboxamid